ClC=1OC2=C(N1)C=CC=C2 2-chloro-1,3-benzoxazole